C(=CC1=CC=CC=C1)C(O[Si](OC)(OC)CCCN)CCN styryl-aminoethyl-aminopropyl-trimethoxysilane